FC1=C(OC2=C(C#N)C=CC(=C2)N2C=NC=C2)C=CC(=C1)OCCCN1C(OCC1)=O 2-[2-fluoro-4-[3-(2-oxooxazolidin-3-yl)propoxy]phenoxy]-4-imidazol-1-yl-benzonitrile